(R)-4-methylbenzenesulfinamide CC1=CC=C(C=C1)[S@@](=O)N